2-methoxy-4,5-dimethyl-1H-imidazole COC=1NC(=C(N1)C)C